5-(5-(1-methyl-1,2,3,6-tetrahydropyridin-4-yl)-1H-pyrrolo[2,3-b]pyridin-3-yl)-N-(1-methylpiperidin-4-yl)pyrazolo[1,5-a]pyridine-3-carboxamide CN1CCC(=CC1)C=1C=C2C(=NC1)NC=C2C2=CC=1N(C=C2)N=CC1C(=O)NC1CCN(CC1)C